4-(6-methyl-5-vinylpyrimidin-4-yl)piperazin CC1=C(C(=NC=N1)N1CCNCC1)C=C